FC=1C=C(OC2=C3C(=NC=C2)NC=C3C3=NC(=NC=C3)N)C=CC1 4-(4-(3-fluorophenoxy)-1H-pyrrolo[2,3-b]pyridin-3-yl)pyrimidin-2-amine